C(CCC)[P+](COC)(CCCC)CCCC tributyl(1-methoxymethyl)phosphonium